CC=1C=C(C=C(C1)C)C1=NC2=CC=CC(=C2C=C1)C(C)C 2-(3,5-dimethylphenyl)-5-isopropyl-quinoline